L-ASPARTIC ACID methyl-(S)-2-amino-4-methoxy-1-(oxetan-2-ylmethyl)-1H-benzo[d]imidazole-6-carboxylate CC1=C(C2=C(N(C(=N2)N)C[C@H]2OCC2)C=C1C(=O)O)OC.N[C@@H](CC(=O)O)C(=O)O